N1CCC=2C1=NC=CC2N2CCN(CC2)C(=O)OC(C)(C)C tert-butyl 4-(2,3-dihydro-1H-pyrrolo[2,3-b]pyridin-4-yl)piperazine-1-carboxylate